ClC=1C(=NC=CC1)C(=O)NC1(CCN(CC1)C1=CC=C(C=N1)C=1C=2N(C=C(C1)OCCNC(OC(C)(C)C)=O)N=CC2C#N)C tert-butyl (2-((4-(6-(4-(3-chloropicolinamido)-4-methylpiperidin-1-yl)pyridin-3-yl)-3-cyanopyrazolo[1,5-a]pyridin-6-yl)oxy)ethyl)carbamate